BrC1=CC(=C(C=C1)NC(CCNC(OC(C)(C)C)=O)=O)O tert-butyl (3-((4-bromo-2-hydroxyphenyl)amino)-3-oxopropyl)carbamate